4-(5-cyclopropyloxy-2-methyl-4-nitrophenyl)-1-(2-methoxyethyl)-1,2,3,6-tetrahydropyridine C1(CC1)OC=1C(=CC(=C(C1)C=1CCN(CC1)CCOC)C)[N+](=O)[O-]